N-methyl-6-[3-(4-mesyl-2-anisidino)-1-propynyl]-1-(2,2,2-trifluoroethyl)-1H-benzo[d]imidazole-4-carboxamide CNC(=O)C1=CC(=CC=2N(C=NC21)CC(F)(F)F)C#CCNC=2C(OC)=CC=C(C2)S(=O)(=O)C